4-[2-(2,6-dimethylpyridin-4-yl)-6-methyl-7-oxo-1H-pyrrolo[2,3-c]pyridin-4-yl]-1-methyl-5-(prop-1-yn-1-yl)pyridin-2-one CC1=NC(=CC(=C1)C1=CC2=C(C(N(C=C2C2=CC(N(C=C2C#CC)C)=O)C)=O)N1)C